trans-4-(4-(Cyclopropyl(2-hydroxyphenyl)amino)cyclohexyl)-1-methyl-2-oxo-1,2,3,4-tetrahydropyrido[3,2-b]pyrazine-6-carbonitrile C1(CC1)N([C@@H]1CC[C@H](CC1)N1C2=C(N(C(C1)=O)C)C=CC(=N2)C#N)C2=C(C=CC=C2)O